O-isopropenylphenol C(=C)(C)OC1=CC=CC=C1